8-(2,4-difluorophenyl)-6-(4,4,5,5-tetramethyl-1,3,2-dioxaborolan-2-yl)-1,3-dihydro-10H-furo[3,4-d]pyrimido[1,6-a]pyrimidin-10-one FC1=C(C=CC(=C1)F)C1=NC(=CC=2N1C(C1=C(N2)COC1)=O)B1OC(C(O1)(C)C)(C)C